ClC1=C(NC2=NC=CC=C21)C2=NN(C1=NC=NC(=C12)N)CC(OCC)OCC 3-(3-Chloro-1H-pyrrolo[2,3-b]pyridin-2-yl)-1-(2,2-diethoxyethyl)-1H-pyrazolo[3,4-d]pyrimidin-4-amine